N-((6-(4-fluorophenyl)-4-(5-((N-methylcyanamido)methyl)-1,3,4-oxadiazol-2-yl)pyridin-3-yl)methyl)acrylamide FC1=CC=C(C=C1)C1=CC(=C(C=N1)CNC(C=C)=O)C=1OC(=NN1)CN(C#N)C